OCCS(=O)(=O)C1=CC=C(C2=C1N=C(O2)N2CC1N(C(C2)C1)C(=O)OC(C)(C)C)C=1SC=CN1 tert-Butyl 3-(4-((2-hydroxyethyl)sulfonyl)-7-(thiazol-2-yl)benzo[d]oxazol-2-yl)-3,6-diazabicyclo[3.1.1]heptane-6-carboxylate